N[C@@H]1CN(CC[C@H]1F)C1=NC2=C(N1CC(=O)N1CCC(CC1)C(=O)NC)C=C(C(=C2)F)F 1-(2-(2-((3R,4R)-3-amino-4-fluoropiperidin-1-yl)-5,6-difluoro-1H-benzo[d]imidazol-1-yl)acetyl)-N-methylpiperidine-4-carboxamide